N1N=C(C=C1)C(=O)O (E)-1H-pyrazole-3-carboxylic acid